CC(C)(C)[O-].[Mn+2].CC(C)(C)[O-] manganese t-butoxide